5-{[(2,2-Dimethylpropionyl)amino]methyl}-N-{1-[3-methyl-4-(trifluoromethoxy)phenyl]-1H-indazol-4-yl}-2-(trifluoromethyl)benzamide CC(C(=O)NCC=1C=CC(=C(C(=O)NC2=C3C=NN(C3=CC=C2)C2=CC(=C(C=C2)OC(F)(F)F)C)C1)C(F)(F)F)(C)C